N1=C(C=CC=C1)C[Ir+2] picolyl-iridium (III)